(2-([1,4'-bipiperidin]-4-yl)-7-(2-hydroxy-propan-2-yl)imidazo[1,2-a]pyridin-6-yl)-6-(trifluoromethyl)pyridinecarboxamide hydrochloride Cl.N1(CCC(CC1)C=1N=C2N(C=C(C(=C2)C(C)(C)O)C=2C(=NC(=CC2)C(F)(F)F)C(=O)N)C1)C1CCNCC1